3-(2-hydroxy-2-methylpropoxy)propionic acid OC(COCCC(=O)O)(C)C